[Si](C)(C)(C(C)(C)C)OCCC1=C(C=CC=C1)C=1C=NC=CC1C(=O)O 3-(2-[2-[(tert-butyldimethylsilyl)oxy]ethyl]phenyl)pyridine-4-carboxylic acid